CN1C(N(C2=C1C=C(C=C2)CC2CCC(CC2)CCO)C2C(NC(CC2)=O)=O)=O 3-(3-methyl-2-oxo-5-[[(1s,4s)-4-(2-hydroxyethyl)cyclohexyl]methyl]-1,3-benzodiazol-1-yl)piperidine-2,6-dione